C[C@H]1CN(CCN1CC1=NC(=NO1)C)C(=O)OC(C)(C)C (S)-tert-butyl 3-methyl-4-((3-methyl-1,2,4-oxadiazol-5-yl)methyl)piperazine-1-carboxylate